C1(CCCCC1)C1=C(C=C(C=C1)C1=NC(=NO1)C1=CC(=C(CN2C(CCC2)CO)C=C1)C)C(F)(F)F (1-(4-(5-(4-cyclohexyl-3-(trifluoromethyl)phenyl)-1,2,4-oxadiazol-3-yl)-2-methylbenzyl)pyrrolidin-2-yl)methanol